5-cyano-1-methyl-6-oxo-1,6-dihydropyridine-3-sulfonyl chloride C(#N)C1=CC(=CN(C1=O)C)S(=O)(=O)Cl